(3R,S)-3-({2-[3-(S-methylsulfonimidoyl)phenyl][1,2,4]triazolo[1,5-c]quinazolin-5-yl}amino)azepin-2-one C[S@@](=O)(=N)C=1C=C(C=CC1)C1=NN2C(=NC=3C=CC=CC3C2=N1)NC=1C(N=CC=CC1)=O